3,7-dimethyl-5-((5-methyl-4-(pentan-3-ylamino)pyrimidin-2-yl)amino)benzo[c][1,2]oxaborol-1(3H)-ol CC1C2=C(B(O1)O)C(=CC(=C2)NC2=NC=C(C(=N2)NC(CC)CC)C)C